CC(C(=O)O)(CCC=O)C dimethyl-5-oxopentanoic acid